4-(3-hydroxyphenyl)-1H-benzo[h]quinazolin-2-one sodium salt [Na].OC=1C=C(C=CC1)C1=NC(NC2=C3C(=CC=C12)C=CC=C3)=O